4-((5-(dimethylamino)-3-methylthiophen-2-yl)methylene)-3-phenylisoxazol-5(4H)-one CN(C1=CC(=C(S1)C=C1C(=NOC1=O)C1=CC=CC=C1)C)C